ClC=1C(=C(CN2CCC(CC2)(C(=O)O)CC2=NC(=C(C=C2C)C)NC2=NNC(=C2)C)C=CC1)F 1-(3-chloro-2-fluorobenzyl)-4-((3,5-dimethyl-6-((5-methyl-1H-pyrazol-3-yl)amino)pyridin-2-yl)methyl)piperidine-4-carboxylic acid